1-[5-ethylsulfonyl-6-[5-oxo-2-(2,2,3,3,3-pentafluoropropoxy)-7,8-dihydro-1,6-naphthyridin-6-yl]-3-pyridyl]cyclopropane-carbonitrile C(C)S(=O)(=O)C=1C=C(C=NC1N1C(C=2C=CC(=NC2CC1)OCC(C(F)(F)F)(F)F)=O)C1(CC1)C#N